(R)-4-(6-chloro-1-((2-(trimethylsilyl)ethoxy)methyl)-1H-pyrrolo[3,2-c]pyridin-2-yl)-N-(1,1,1-trifluoropropan-2-yl)pyrimidin-2-amine ClC1=CC2=C(C=N1)C=C(N2COCC[Si](C)(C)C)C2=NC(=NC=C2)N[C@@H](C(F)(F)F)C